[Cu+2].OC=1C=CC=C2C=CC=NC12 8-hydroxyquinoline copper(II) salt